O1C(=NN=C1)C1=CC=CC(=N1)COC1=CC=C(C=C1)C(C)(C)C1=CC=C(OC2CC(C2)NC=2C=C3CN(CC3=CC2)C2C(NC(CC2)=O)=O)C=C1 5-(((1r,3r)-3-(4-(2-(4-((6-(1,3,4-oxadiazol-2-yl)pyridin-2-yl)Methoxy)phenyl)propan-2-yl)phenoxy)cyclobutyl)amino)-2-(2,6-dioxopiperidin-3-yl)isoindoline